2,4,6-tris([1,1'-biphenyl]-4-yl)-1,3,5-triazine C1(=CC=C(C=C1)C1=NC(=NC(=N1)C1=CC=C(C=C1)C1=CC=CC=C1)C1=CC=C(C=C1)C1=CC=CC=C1)C1=CC=CC=C1